N[C@H](C)C=1C=C(C=C(C1)C(F)(F)F)C(=O)[O-] (R)-(3-(1-aminoethyl)-5-(trifluoromethyl) Phenyl)carboxylate